N-(2-(N,N-bis(2,4-dimethoxybenzyl)sulfamoyl)pyridin-4-yl)-2-(4,4-difluoro-3-methylpiperidin-1-yl)-5-oxo-5,6,7,8-tetrahydroquinoline COC1=C(CN(S(=O)(=O)C2=NC=CC(=C2)N2C(C=CC=3C(CCCC23)=O)N2CC(C(CC2)(F)F)C)CC2=C(C=C(C=C2)OC)OC)C=CC(=C1)OC